C1(=C(C(=CC=C1)O)O)C1=CC=CC=C1 biphenyl-2,3-diol